ClC1=NC=CC2=C1CC(C2)CO (1-chloro-6,7-dihydro-5H-cyclopenta[c]pyridin-6-yl)methanol